Cl.ClC1=C(C=CC=C1)S(=O)(=O)NC1=NC=C(C=C1)C1=CC2=C(N=C(N=C2)NC2CC(C(CC2)N(C)C)F)N(C1=O)C(C)C 2-chloro-N-(5-(2-((4-(dimethylamino)-3-fluorocyclohexyl)-amino)-8-isopropyl-7-oxo-7,8-dihydropyrido-[2,3-d]pyrimidin-6-yl)-pyridin-2-yl)benzene-sulfonamide hydrochloride